C1N(CC12CCC2)C=2C=C(OC1CN(C1)C(=O)N1C[C@@H]3[C@@H](OCC(N3)=O)CC1)C=CC2C(F)(F)F (4aR,8aS)-6-[3-[3-(2-azaspiro[3.3]heptan-2-yl)-4-(trifluoromethyl)phenoxy]azetidine-1-carbonyl]-4,4a,5,7,8,8a-hexahydropyrido[4,3-b][1,4]oxazin-3-one